N-stearyl-N-methyl-taurine sodium salt [Na+].C(CCCCCCCCCCCCCCCCC)N(CCS(=O)(=O)[O-])C